CC1(OB(OC1(C)C)C1=CC(=NC=C1)C(=O)N)C 4-(4,4,5,5-tetramethyl-1,3,2-dioxaborolan-2-yl)pyridine-2-carboxamide